N,N'-dioctyl-p-phenylenediamine disodium adenosine-5'-phosphate P(=O)([O-])([O-])OC[C@@H]1[C@H]([C@H]([C@@H](O1)N1C=NC=2C(N)=NC=NC12)O)O.[Na+].[Na+].C(CCCCCCC)NC1=CC=C(C=C1)NCCCCCCCC